methacrylic acid, vinyl ester C(C(=C)C)(=O)OC=C